N-[4-[4-amino-7-(2,2-difluoroethyl)-7H-pyrrolo[2,3-d]pyrimidin-5-yl]phenyl]-5-(5-fluoropyridin-2-yl)-1-isopropyl-4-oxo-1,4-dihydropyridazine-3-carboxamide NC=1C2=C(N=CN1)N(C=C2C2=CC=C(C=C2)NC(=O)C2=NN(C=C(C2=O)C2=NC=C(C=C2)F)C(C)C)CC(F)F